6-(4-Methylpyridin-3-yl)-1,4-dihydro-2H-benzo[d][1,3]oxazin-2-one CC1=C(C=NC=C1)C1=CC2=C(NC(OC2)=O)C=C1